benzyl 1-(1-methoxy ethyl)cyclobutane-1-carboxylate COC(C)C1(CCC1)C(=O)OCC1=CC=CC=C1